FCC1=C(C(=C(C=C1CF)CF)CF)O 2,3,5,6-tetrafluoromethylphenol